N[C@@H](CO)[14C](=O)O [1-14C]-serine